C[C@@]12C=CC[C@H]1[C@@H]1CCC3CC(CC[C@]3(C)[C@H]1CC2)=O androstane-16-en-3-one